cyclohex-2-en-1-one-O-methyloxime CON=C1C=CCCC1